C1(=CC=CC=C1)P(=O)(C1=CC=C(C=C1)C=1N(C(=C(N1)C1=CC=CC=C1)C1=CC=CC=C1)C1=CC=CC=C1)C1=CC=CC=C1 2-(4-diphenylphosphinylphenyl)-1,4,5-triphenyl-1H-imidazole